B(O)(O)O.C(C1=CC=CC=C1)(=O)C1=CC=CC=C1 benzophenone borate